ClC1=CC=C(C=C1)\C=C\C(=O)C1=C(C=C(C(=C1)CN(C)C)OC)O 4-chloro-2'-hydroxy-4'-methoxy-5'-dimethylaminomethyl-chalcone